N[C@@H](C)C1=CC=C(C=C1)C=1N(N=C2C1N=CN(C2=O)CC2(CCN(CC2)C(C[C@@H](C(F)(F)F)C2=CC=CC=C2)=O)O)C 3-(4-((S)-1-Aminoethyl)phenyl)-6-((4-hydroxy-1-((R)-4,4,4-trifluoro-3-phenylbutanoyl)piperidin-4-yl)methyl)-2-methyl-2H-pyrazolo[4,3-d]pyrimidin-7(6H)-one